2-methyl-3,5-heptanediol dibenzoate C(C1=CC=CC=C1)(=O)OC(C(C)C)CC(CC)OC(C1=CC=CC=C1)=O